L-valine methyl ester hydrochloride salt Cl.COC([C@@H](N)C(C)C)=O